ClC=1C=C(C=CC1Cl)N1C(N(C(C2=CC=C3C(=C12)N(C=C3)C)=O)C=3C=NC=CC3)=O 1-(3,4-dichlorophenyl)-9-methyl-3-(pyridin-3-yl)-1,9-dihydro-2H-pyrrolo[3,2-H]quinazoline-2,4(3H)-dione